[Na+].S(=O)(=O)([O-])C(C(=O)OC(C)CCCCCC)CC(=O)OC(C)CCCCCC di-sec-octyl sulfosuccinate sodium salt